[Si](C)(C)(C(C)(C)C)O[C@H]1C[C@H](N(C1)C(=O)OC(C)(C)C)CCCOS(=O)(=O)C1=CC=C(C)C=C1 tert-butyl (2R,4S)-4-((tert-butyldimethylsilyl)oxy)-2-(3-(tosyloxy)propyl)pyrrolidine-1-carboxylate